methacryloyloxy-propyl-methyl-diethoxy-silane C(C(=C)C)(=O)OC(C)O[Si](OCC)(C)CCC